FC1=C(C=C(C(=C1)F)F)C=1C=C2CCC(C2=CC1)NC(O[C@@H]1CN2CCC1CC2)=O (S)-quinuclidin-3-yl (5-(2,4,5-trifluorophenyl)-2,3-dihydro-1H-inden-1-yl)carbamate